OS(=O)(=O)C(F)(F)F.FS(=O)(=O)N1C(N(C2=C1C=CC=C2)C)C2=CC=C(C=C2)C(F)(F)F 1-(fluorosulfonyl)-3-methyl-2-(4-trifluoromethylphenyl)-1H-benzimidazol-triflate